N-Ethyl-2-((4-(7-(((1r,4r)-4-(ethylsulfonamido)cyclohexyl)methyl)-2,7-diazaspiro[3.5]nonan-2-yl)pyrimidin-5-yl)oxy)-5-fluoro-N-isopropylbenzamide Bis-Hydrochloric Acid Salt Cl.Cl.C(C)N(C(C1=C(C=CC(=C1)F)OC=1C(=NC=NC1)N1CC2(C1)CCN(CC2)CC2CCC(CC2)NS(=O)(=O)CC)=O)C(C)C